3-(4-(5-Methylisoxazol-3-yl)-2,5-dioxoimidazolidin-4-yl)propionic acid tert-butyl ester C(C)(C)(C)OC(CCC1(NC(NC1=O)=O)C1=NOC(=C1)C)=O